methanesulfonic acid 2,2-dimethyloxan-4-yl ester CC1(OCCC(C1)OS(=O)(=O)C)C